O=C1NC(CCC1N1C(N(C2=C1C=CC(=C2)CCCCCCCCNC(OC)=O)C)=O)=O methyl N-[8-[1-(2,6-dioxo-3-piperidyl)-3-methyl-2-oxo-benzimidazol-5-yl]octyl]carbamate